ClC=1C=CC(=NC1)O 5-chloropyridin-2-ol